4-[4-fluoro-1-(5-fluoro-2-pyridyl)piperidine-4-carbonyl]-3,5-dihydro-2H-pyrido[3,4-f][1,4]oxazepine-9-carbonitrile FC1(CCN(CC1)C1=NC=C(C=C1)F)C(=O)N1CCOC2=C(C1)C=NC=C2C#N